N-[3-(dimethylamino)propyl]pyrazole-4-carboxamide CN(CCCNC(=O)C=1C=NNC1)C